[Li].FS=N fluoro-sulfimide lithium salt